[Cl-].C(CCCCCCCCCCCCCCCCCCC)[N+](CCO)(CCO)C cosyl-methyl-bis(hydroxyethyl)ammonium chloride